pyridinium chloride salt [Cl-].[NH+]1=CC=CC=C1